ClC1=C(C=C2C=C(N=CC2=C1)NC(=O)[C@@H]1C([C@H]1[C@H]1OCCCC1)(C)C)N1CCN(CC1)[C@@]1(COC[C@@H]1O)C (1S,2S,3S)-N-[7-chloro-6-[4-((3R,4R)-4-hydroxy-3-methyl-tetrahydrofuran-3-yl)piperazin-1-yl]-3-isoquinolyl]-2,2-dimethyl-3-tetrahydropyran-2-yl-cyclopropanecarboxamide